[N+](=O)([O-])C1=C(C=C(C=C1)S(F)(F)(F)(F)F)O 2-nitro-5-(pentafluorosulfanyl)phenol